C(C)(C)(C)C1=NN(C(=C1)NC(=O)C1=CSC=2CN(CCC21)C(=O)C2=CN=C1N2C=C(C=C1)Cl)C N-(3-(Tert-butyl)-1-methyl-1H-pyrazol-5-yl)-6-(6-chloroimidazo[1,2-a]pyridin-3-carbonyl)-4,5,6,7-tetrahydrothieno[2,3-c]pyridin-3-carboxamid